(R)-N-(1-cyclobutyl-3-(3,3-difluorocyclobutyl)-4-methyl-1H-pyrazol-5-yl)-2-(3,3-difluorocyclobutyl)propanamide C1(CCC1)N1N=C(C(=C1NC([C@H](C)C1CC(C1)(F)F)=O)C)C1CC(C1)(F)F